2-amino-6-(difluoromethoxy)-4-fluorobenzonitrile NC1=C(C#N)C(=CC(=C1)F)OC(F)F